N[C@H]1C[C@@H](OC[C@@H]1SCC)C(=O)N1[C@H](C2=CC=CC=C2CC1)C1=CC=C(C=C1)F ((2R,4S,5R)-4-amino-5-(ethylthio)tetrahydro-2H-pyran-2-yl)((S)-1-(4-fluorophenyl)-3,4-dihydroisoquinolin-2(1H)-yl)methanone